O=C([C@H](O)[C@@H](O)[C@H](O)[C@H](O)CO)O d-gluconic acid